β,β,β',β'-Tetramethyl-2,4,8,10-tetra-oxaspiro[5.5]undecan-3,9-diethanol CC(CO)(C1OCC2(CO1)COC(OC2)C(CO)(C)C)C